BrC=1C(N2[C@H]([C@H](CCC2=CC1)NS(=O)(=O)C)COC1CCC(CC1)CC)=O |r| rac-N-[(3S,4R)-7-bromo-4-({[(1s,4S)-4-ethylcyclohexyl]oxy}methyl)-6-oxo-1,3,4,6-tetrahydro-2H-quinolizin-3-yl]methanesulfonamide